bis(3,5-dimethylphenyl)phosphorus chloride CC=1C=C(C=C(C1)C)P(C1=CC(=CC(=C1)C)C)Cl